O=C1NC(CCC1N1CC2=CC=C(C=C2C1)N1CC(C1)O)=O 2-(2,6-dioxopiperidin-3-yl)-5-(3-hydroxyazetidin-1-yl)isoindoline